(S)-3-(6-bromo-1-methyl-1H-benzo[d]imidazol-2-yl)-2-((R)-1-(tert-butoxycarbonyl)pyrrolidin-3-yl)propanoic acid BrC=1C=CC2=C(N(C(=N2)C[C@H](C(=O)O)[C@@H]2CN(CC2)C(=O)OC(C)(C)C)C)C1